(6S)-5-azaspiro[2.4]heptane-5,6-dicarboxylic acid 5-tert-butyl 6-methyl ester COC(=O)[C@H]1N(CC2(CC2)C1)C(=O)OC(C)(C)C